FC(C=1C(=NC=C(C1)C=1C=C2N(N1)CC[C@]21CN(CC1)CC=1NC=C(N1)C(F)(F)F)N)(F)F 3-(trifluoromethyl)-5-[(3R)-1-{[4-(trifluoromethyl)-1H-imidazol-2-yl]methyl}-5',6'-dihydrospiro[pyrrolidine-3,4'-pyrrolo[1,2-b]pyrazol]-2'-yl]pyridin-2-amine